tert-butyl 4-[6-fluoro-3-methyl-2-oxo-1-(2-trimethylsilylethoxymethyl)benzimidazol-5-yl]-3,6-dihydro-2H-pyridine-1-carboxylate FC=1C(=CC2=C(N(C(N2C)=O)COCC[Si](C)(C)C)C1)C=1CCN(CC1)C(=O)OC(C)(C)C